1,2-propylene succinate C1(CCC(=O)OC(CO1)C)=O